BrC=1C=C(C=CC1)C1(OC(C1)C)C(=O)OC methyl 2-(3-bromophenyl)-4-methyloxetane-2-carboxylate